1-(6-(2-(7,8-dimethyl-[1,2,4]triazolo[1,5-a]pyridin-6-yl)-3-isopropyl-1H-pyrrolo[3,2-b]pyridin-5-yl)-2,6-diazaspiro[3.3]hept-2-yl)ethan-1-one CC1=C(C=2N(C=C1C1=C(C3=NC(=CC=C3N1)N1CC3(CN(C3)C(C)=O)C1)C(C)C)N=CN2)C